NC1=NC=2C=CC(=CC2C2=C1C(OC2)C)C(=O)N(CC2=NC=C(C=C2)C(F)(F)F)C2C(C2)OCC 4-amino-N-(2-ethoxycyclopropyl)-3-methyl-N-((5-(trifluoromethyl)pyridin-2-yl)methyl)-1,3-dihydrofuro[3,4-c]quinoline-8-carboxamide